((4-cyclopropyl-6-((3'-(4-cyclopropyl-5-((3-methoxy-3-methylazetidin-1-yl)methyl)picolinamido)-2,2'-dimethyl-[1,1'-biphenyl]-3-yl)carbamoyl)pyridin-3-yl)methyl)-D-serine C1(CC1)C1=C(C=NC(=C1)C(NC=1C(=C(C=CC1)C1=C(C(=CC=C1)NC(C1=NC=C(C(=C1)C1CC1)CN1CC(C1)(C)OC)=O)C)C)=O)CN[C@H](CO)C(=O)O